4-methyl-thiazole CC=1N=CSC1